Ethyl 7-methyl-6-((3-methyl-2-oxo-1-(tetrahydro-2H-pyran-4-yl)-2,3-dihydro-1H-imidazo[4,5-c]pyridin-6-yl)amino)imidazo[1,2-a]pyridine-2-carboxylate CC1=CC=2N(C=C1NC1=CC3=C(C=N1)N(C(N3C3CCOCC3)=O)C)C=C(N2)C(=O)OCC